BrC1=CC=C(C=C1)CC(C)=O 1-(4-bromophenyl)-2-propanone